tert-butyl (3R)-4-[7-(8-chlorio-1-naphthyl)-2-[[(2S)-1-methylpyrrolidin-2-yl]methoxy]-6,8-dihydro-5H-pyrido[3,4-d]pyrimidin-4-yl]-3-(difluoromethyl)piperazine-1-carboxylate ClC=1C=CC=C2C=CC=C(C12)N1CC=2N=C(N=C(C2CC1)N1[C@H](CN(CC1)C(=O)OC(C)(C)C)C(F)F)OC[C@H]1N(CCC1)C